2-hydroxy-3-(2-methylpropyl)-1,3,4,6,7,11-hexahydro-9,10-dimethoxy-benzo(a)quinolizine OC1C(CN2CCC=3C(=C2C1)CC(=C(C3)OC)OC)CC(C)C